Cl.FC=1C=C2CCNC2=CC1F 5,6-Difluoroindoline hydrochloride